NC1=CC=C(C=N1)CNC1=CC(=NC=2N1N=CC2CC)N2[C@@H](CCCC2)CCO (S)-2-(1-(7-(((6-aminopyridin-3-yl)methyl)amino)-3-ethylpyrazolo[1,5-a]pyrimidin-5-yl)piperidin-2-yl)ethan-1-ol